tert-Butyl methyl(2-((6-methyl-2-(3-(m-tolyl)ureido)pyrimidin-4-yl)amino)ethyl)carbamate CN(C(OC(C)(C)C)=O)CCNC1=NC(=NC(=C1)C)NC(=O)NC=1C=C(C=CC1)C